(1R)-tyrosine N[C@@H](CC1=CC=C(C=C1)O)C(=O)O